OCC[N+]1=CSC=C1 3-(2-hydroxyethyl)thiazolium